ethoxyl-piperazineethanesulfonic acid O(CC)C1N(CCNC1)CCS(=O)(=O)O